ClC=1C=C(C=NC1)C1=NC(=C2N=CN(C2=N1)[C@H]1[C@@H]([C@@H]([C@H](O1)C(=O)NC([2H])([2H])[2H])O)O)NCC1=C(C=CC(=C1)C)F (2S,3S,4R,5R)-5-(2-(5-chloropyridin-3-yl)-6-((2-fluoro-5-methylbenzyl)amino)-9H-purin-9-yl)-3,4-dihydroxyl-N-(methyl-d3)-tetrahydrofuran-2-carboxamide